NC1=CC(=C(C=C1OC)N1CCC(CC1)CN1CC2C(C1)CN(C2)C=2C=C1C(N(C(C1=CC2)=O)C2C(NC(CC2)=O)=O)=O)C=2C=NN(C2)C 5-(5-((1-(4-amino-5-methoxy-2-(1-methyl-1H-pyrazol-4-yl)phenyl)piperidin-4-yl)methyl)hexahydropyrrolo[3,4-c]pyrrol-2(1H)-yl)-2-(2,6-dioxopiperidin-3-yl)isoindoline-1,3-dione